2-bromo-5,5-dimethyl-6,7-dihydropyrrolo[1,2-a]imidazole BrC=1N=C2N(C1)C(CC2)(C)C